1-[3-(2-aminoethylamino)-5-methoxyphenyl]-3-(2-hydroxy-methylphenyl)urea NCCNC=1C=C(C=C(C1)OC)NC(=O)NC1=C(C(=CC=C1)C)O